N(N)C1CCN(CC1)C(=O)OCC Ethyl 4-hydrazinopiperidine-1-carboxylate